ClC1=C(C(=CC=C1)Cl)N1C=2N(C3=C(C1=O)C=NC(=N3)NC3=CC(=C(C=C3)N3C[C@@H](N([C@H](C3)C)C)C)C)CCN2 6-(2,6-dichlorophenyl)-2-((3-methyl-4-((3s,5s)-3,4,5-trimethylpiperazin-1-yl)phenyl)amino)-8,9-dihydroimidazo[1,2-a]pyrimido[5,4-e]pyrimidin-5(6H)-one